N-(4-nitrophenyl)-3-phenyl-2-(p-tolyl)acrylamide [N+](=O)([O-])C1=CC=C(C=C1)NC(C(=CC1=CC=CC=C1)C1=CC=C(C=C1)C)=O